ClC1=NC=C(C(=C1)O[C@H](C)C1=C(C=C(C=C1)Cl)Cl)C=C 2-chloro-4-[(1R)-1-(2,4-dichlorophenyl)ethoxy]-5-ethenylpyridine